N-(2-(4-bromo-1H-indol-3-yl)ethyl)-4-fluoro-2-((3,4,5-trimethoxyphenyl)amino)benzamide BrC1=C2C(=CNC2=CC=C1)CCNC(C1=C(C=C(C=C1)F)NC1=CC(=C(C(=C1)OC)OC)OC)=O